C(C)(C)(C)OC(=O)N1[C@@H](CC(C1=O)=C)C(=O)OC(C)(C)C (S)-4-methylene-5-oxopyrrolidine-1,2-dicarboxylic acid di-tert-butyl ester